NC=1C(=C(NC=2C=C3C(N(C=NC3=CC2)CC(=O)OC(C)(C)C)=O)C=CC1)C#N tert-Butyl 2-[6-(3-amino-2-cyano-anilino)-4-oxo-quinazolin-3-yl]acetate